(imidazole-4-yl)acetaldehyde N1C=NC(=C1)CC=O